N=1C=CN2C1C=NC(=C2)C=O imidazo[1,2-a]pyrazine-6-carbaldehyde